NC1=C2C(=C3C(=N1)C=C(N3)C(=O)N(CC3=C(C=C(C=C3)C3=C(C=CC=C3F)F)F)[C@@H]3CCCC=1C=CC=NC31)COC2 (R)-5-amino-N-(5,6,7,8-tetrahydroquinolin-8-yl)-N-((2',3,6'-trifluoro-[1,1'-biphenyl]-4-yl)methyl)-6,8-dihydro-1H-furo[3,4-d]pyrrolo[3,2-b]pyridine-2-carboxamide